C1(CC1)N1CCC(CC1)N1CCC(CC1)C=1C=CC2=C(NC(=N2)C2=CC(=C(C=C2)OC)OC)C1F 6-(1'-cyclopropyl-[1,4'-bipiperidin]-4-yl)-2-(3,4-dimethoxyphenyl)-7-fluoro-1H-benzo[d]imidazole